C(CC)N1[C@H]2[C@H](OCC1)C=1C=C(C=CC1OC2)OCCCCNC(=O)C=2C=CC1=C(N=CS1)C2 N-(4-(((4aR,10bR)-4-propyl-3,4,4a,10b-tetrahydro-2H,5H-chromeno[4,3-b][1,4]oxazin-9-yl)oxy)butyl)benzo[d]thiazole-5-carboxamide